2-chloro-6-((2S,5R)-4-(1-(4-(difluoromethoxy)phenyl)-2-methylpropyl)-5-ethyl-2-methylpiperazin-1-yl)-8-methyl-9-(((S)-tetrahydrofuran-2-yl)methyl)-9H-purine ClC1=NC(=C2N=C(N(C2=N1)C[C@H]1OCCC1)C)N1[C@H](CN([C@@H](C1)CC)C(C(C)C)C1=CC=C(C=C1)OC(F)F)C